BrC=1C=CC=C2C(=CCOC12)C=1N=CNC1 4-(8-bromo-2H-chromen-4-yl)-1H-imidazole